(trimethyltoluoyl)di(p-tolyl)phosphine chloride [Cl-].CC(C=1C(=CC=CC1)C(=O)P(C1=CC=C(C=C1)C)C1=CC=C(C=C1)C)(C)C